propargyl phenylphosphonate C1(=CC=CC=C1)P(OCC#C)([O-])=O